hexadecyl (tert-butoxycarbonyl)-L-alaninate C(C)(C)(C)OC(=O)N[C@@H](C)C(=O)OCCCCCCCCCCCCCCCC